CC=1C(=C2C=NNC2=CC1)NS(=O)(=O)C=1C=NN(C1)C1=NC=C(C=C1)C(F)(F)F N-(5-METHYL-1H-INDAZOL-4-YL)-1-(5-(TRIFLUOROMETHYL)PYRIDIN-2-YL)-1H-PYRAZOLE-4-SULFONAMIDE